ClC1=CC=C(C(=N1)C1=NN(C=N1)C)NC(C)C=1C=2C3=C(N(C(C2C=C(C1)C)=O)C)N(N=C3)C3CCN(CC3)C 9-[1-[[6-chloro-2-(1-methyl-1,2,4-triazol-3-yl)-3-pyridyl]amino]ethyl]-4,7-dimethyl-3-(1-methyl-4-piperidyl)pyrazolo[3,4-c]isoquinolin-5-one